5-carboxypseudouridine C(=O)(O)C1([C@H]2[C@H](O)[C@H](O)[C@@H](CO)O2)C=NC(=O)NC1=O